NC1(CC2(CCNC2)CC1)CC1=CC=C(C#N)C=C1 4-((7-amino-2-azaspiro[4.4]nonan-7-yl)methyl)benzonitrile